[4-[(3E)-3-ethoxyimino-1-hydroxy-1-(trifluoromethyl)butyl]-5-methoxy-2-methyl-phenyl]-N-ethyl-N-methyl-formamidine C(C)O\N=C(\CC(C(F)(F)F)(O)C1=CC(=C(C=C1OC)C(=N)N(C)CC)C)/C